ClC1=C(C(=CC=C1)OC(F)F)C1=CC(=NC=C1C(=O)O)C 4-(2-chloro-6-(difluoromethoxy)phenyl)-6-methylnicotinic Acid